NC1=NC=C(C2=C1C(=NN2C(C)C)C2=CC(=C(C=C2F)NS(=O)(=O)C2=C(C=CC(=C2)OC(F)F)Cl)F)C2CCC(CC2)N N-(4-(4-Amino-7-((1r,4r)-4-aminocyclohexyl)-1-isopropyl-1H-pyrazolo[4,3-c]pyridin-3-yl)-2,5-difluorophenyl)-2-chloro-5-(difluoromethoxy)benzenesulfonamide